CC(C)(COP(=O)(O)OP(=O)(O)OC[C@@H]1[C@H]([C@H]([C@@H](O1)N2C=NC3=C(N=CN=C32)N)O)OP(=O)(O)O)[C@H](C(=O)NCCC(=O)NCCSC(=O)CCCCCCCCC/C=C\\CCCCCCO)O The molecule is an omega-hydroxy fatty acyl-CoA that results from the formal condensation of the thiol group of coenzyme A with the carboxy group of (11Z)-18-hydroxyoctadecenoic acid. It is a long-chain fatty acyl-CoA, an omega-hydroxy fatty acyl-CoA and a monounsaturated fatty acyl-CoA. It is a conjugate acid of an (11Z)-18-hydroxyoctadecenoyl-CoA(4-).